COC1(CCN(CC1)C1=C(C(NC2=CN=C(C=C12)OCCOC)=O)C#N)C 4-(4-methoxy-4-methylpiperidin-1-yl)-6-(2-methoxyethoxy)-2-oxo-1,2-dihydro-1,7-naphthyridine-3-carbonitrile